C1N(CCC2=CC=CC=C12)C(=O)OCCCC=1C=C2CCC(OC2=CC1)C(=O)[O-].[Li+].C(C)(=O)NC1=NC=C(C(=O)NC2=NC=3C=C(C=CC3C=3N2CCN3)N3CCOCC3)C=C1 6-(acetylamino)-N-(8-morpholin-4-yl-2,3-dihydroimidazo[1,2-c]quinazolin-5-yl)nicotinamide lithium 6-(3-((1,2,3,4-tetrahydroisoquinoline-2-carbonyl)oxy)propyl)chromane-2-carboxylate